benzyl 4-(3-((1-(tert-butoxycarbonyl)azetidin-3-yl)oxy)benzyl)piperazine-1-carboxylate C(C)(C)(C)OC(=O)N1CC(C1)OC=1C=C(CN2CCN(CC2)C(=O)OCC2=CC=CC=C2)C=CC1